C1(CCCC1)C1=C(C(=CC=C1)C)S(=O)(=O)N 2-cyclopentyl-6-methylbenzene-1-sulfonamide